CN1C=CC=2C1=NC=C(C2)C=2C=C1CCN(CC1=C(C2)[C@H]2NCCOC2)C=O (6-(methyl-1H-pyrrolo[2,3-b]pyridin-5-yl)-8-((R)-morpholin-3-yl)-3,4-dihydroisoquinolin-2(1H)-yl)methanone